[Y].[Ca].OC=1C(=NC=CC1)NC(C)=O N-(3-hydroxypyridin-2-yl)acetamide Calcium yttrium